1-(4-(2-(3-chloro-4-isopropoxyphenyl)-1,3-selenazol-5-yl)benzyl)azetidine-3-carboxylic acid methyl ester COC(=O)C1CN(C1)CC1=CC=C(C=C1)C1=CN=C([Se]1)C1=CC(=C(C=C1)OC(C)C)Cl